FC=1C=C(C=CC1)C1=CC2=C(N[C@@]3(CN(CC3)C#N)C(N2)=O)N=C1 (S)-7-(3-Fluorophenyl)-2-oxo-1,4-dihydro-2H-spiro[pyrido[2,3-b]pyrazine-3,3'-pyrrolidine]-1'-carbonitrile